4-amino-7-fluoro-N,1-dimethyl-N-((3S)-6-(trifluoromethyl)-2,3-dihydro-1-benzofuran-3-yl)-1H-pyrazolo[4,3-c]quinoline-8-carboxamide NC1=NC=2C=C(C(=CC2C2=C1C=NN2C)C(=O)N([C@@H]2COC1=C2C=CC(=C1)C(F)(F)F)C)F